C(C=C)(=O)N1C[C@H](CC1)C(=O)N (S)-1-acryloylpyrrolidine-3-carboxamide